C(C1=CC=CC=C1)OC(=O)N1CCC(CC1)C(=O)N1CCN(CC1)C(=O)OC(C)(C)C tert-butyl 4-(1-benzyloxycarbonyl piperidine-4-carbonyl)piperazine-1-carboxylate